N-(5-(5-(3-(1H-1,2,3-triazol-4-yl)pyrrolidin-1-yl)-1,3,4-oxadiazol-2-yl)pyrimidin-2-yl)-6,7-dihydro-5H-cyclopenta[b]pyridin-6-amine N1N=NC(=C1)C1CN(CC1)C1=NN=C(O1)C=1C=NC(=NC1)NC1CC=2C(=NC=CC2)C1